C(/CCC)=C/1\C(OC(C1)C)=O (E,Z)-3-butylidene-5-methyl-dihydro-furan-2-one